ClC=1C(N(C(=CC1OCC1=NC=C(C=C1)C(F)(F)F)C)C1=CC(=NC=C1C)N1C(C(=CC=C1)C(C)(C)O)=O)=O 3''-chloro-4''-((5-(trifluoromethyl)pyridin-2-yl)methoxy)-3-(2-hydroxypropan-2-yl)-5',6''-Dimethyl-2H,2''H-[1,2':4',1''-terpyridine]-2,2''-dione